O1C=CN=CN=CC=CN=CC=C1 oxa[4,6,10]triazacyclotridecine